C1(CCCCC1)OC(=O)C(CC(=O)O)(CC(=O)O)C(=O)O 2-(Cyclohexyloxycarbonyl)-propane-1,2,3-tricarboxylic acid